tris(N,N-diphenyl-amino)-triphenylamine C1(=CC=CC=C1)N(C1=CC=CC=C1)C1=C(C(=C(C=C1)N(C1=CC=CC=C1)C1=CC=CC=C1)N(C1=CC=CC=C1)C1=CC=CC=C1)N(C1=CC=CC=C1)C1=CC=CC=C1